(5α,6α)-7,8-didehydro-4,5-epoxy-17-methylmorphinan-3,6-diol CN1[C@H]2[C@@H]3C=C[C@@H]([C@H]4[C@@]3(C=3C(=C(C=CC3C2)O)O4)CC1)O